(S)-N,N-dimethyl-1,1'-binaphthyl-amine CN(C=1C(=C2C=CC=CC2=CC1)C1=CC=CC2=CC=CC=C12)C